2-(3,4-dichloro-6-oxo-pyridazin-1-yl)propanoic acid ClC1=NN(C(C=C1Cl)=O)C(C(=O)O)C